3-(4-{4-[(2,6-difluorophenyl)methyl]-5-oxo-1,2,4-triazol-1-yl}-2-fluorophenoxy)pentane-2,4-dione FC1=C(C(=CC=C1)F)CN1C=NN(C1=O)C1=CC(=C(OC(C(C)=O)C(C)=O)C=C1)F